CC1(C(=NC=2C=CC3=C(C12)C=CC=C3)C)C 1,1,2-trimethylbenzo[e]indole